3-bromo-2-[(2S)-2-[(tert-butoxycarbonyl)amino]propyl]-7-[(thiophen-2-ylmethyl)amino]furo[3,2-b]pyridine-5-carboxylic acid BrC1=C(OC=2C1=NC(=CC2NCC=2SC=CC2)C(=O)O)C[C@H](C)NC(=O)OC(C)(C)C